C1(CC1)C1=NNC(=N1)C1=CC=C(C=C1)NC(C1=CC(=CC=C1)CN1CC(S(CC1)(=O)=O)(C)C)=O N-[4-(3-Cyclopropyl-1H-1,2,4-triazol-5-yl)phenyl]-3-[(2,2-dimethyl-1,1-dioxo-1,4-thiazinan-4-yl)methyl]benzamide